6-{4-[(4-{[4-(pentafluoro-λ6-sulfanyl)phenyl]Amino}piperidin-1-yl)sulfonyl]phenyl}imidazo[1,2-a]pyridine-3-carbonitrile FS(C1=CC=C(C=C1)NC1CCN(CC1)S(=O)(=O)C1=CC=C(C=C1)C=1C=CC=2N(C1)C(=CN2)C#N)(F)(F)(F)F